Isoprenyl citronellate C(CC(C)CCC=C(C)C)(=O)OC=CC(C)=C